C1(CCCC1)N1N=C(C=C1C1=C(C=CC=C1)C(F)(F)F)C(=O)N[C@H](CC(=O)OCC1=CC=CC=C1)COC1=CC=C(C=C1)F (R)-benzyl 3-(1-cyclopentyl-5-(2-(trifluoromethyl)phenyl)-1H-pyrazole-3-carboxamido)-4-(4-fluorophenoxy)butanoate